CC1=NN(C(=C1CCC(=O)NCCSCC=1OC=CC1)C)C=1C=CC=2N(N1)C(=NN2)C 3-(3,5-dimethyl-1-(3-methyl-[1,2,4]triazolo[4,3-b]pyridazin-6-yl)-1H-pyrazol-4-yl)-N-(2-((furan-2-ylmethyl)thio)ethyl)propionamide